C[Si]1(CCC(CC1)NC(=O)C1=C(C=2C(=NC(=CC2F)C)N1)C)C N-(1,1-dimethylsilinan-4-yl)-4-fluoro-3,6-dimethyl-1H-pyrrolo[2,3-b]pyridine-2-carboxamide